4-amino-7-fluoro-N'-(1-fluorocyclopropane-1-carbonyl)-1-methyl-N-((5-(trifluoromethyl)pyridin-2-yl)methyl)-1H-pyrazolo[4,3-c]quinoline-8-carbohydrazide NC1=NC=2C=C(C(=CC2C2=C1C=NN2C)C(=O)N(NC(=O)C2(CC2)F)CC2=NC=C(C=C2)C(F)(F)F)F